BrC1=CC(=CC=2OCCN(C21)C2CN(C1(COC1)C2)S(=O)(=O)C(C)(C)C)Cl 5-bromo-4-(5-(tert-butylsulfonyl)-2-oxa-5-azaspiro[3.4]octan-7-yl)-7-chloro-3,4-dihydro-2H-benzo[b][1,4]oxazine